6-[(5-chlorothiophene-3-yl)methyl]adenosine ClC1=CC(=CS1)CC1(C2=NCN([C@H]3[C@H](O)[C@H](O)[C@@H](CO)O3)C2=NC=N1)N